triniobium tin [Sn].[Nb].[Nb].[Nb]